S(=O)(=O)(O)OS(=O)(=O)O.NC1=NC(=C(C(=N1)N)N)N 2,4,5,6-Tetraaminopyrimidin Disulfat